methyl-yl-gallate C=C1C(C(=O)[O-])C=C(C(=C1O)O)O